C(C(=C)C)(=O)OCC(CC(C)(C)C)C 2,4,4-trimethyl-1-pentyl methacrylate